1-[6-[(Z,1R)-5-fluoro-6-hydroxy-1-methyl-1-triethylsilyloxy-hex-4-enyl]-2-pyridyl]-6-methylsulfanyl-2H-pyrazolo[3,4-d]pyrimidin-3-one F\C(=C/CC[C@](O[Si](CC)(CC)CC)(C)C1=CC=CC(=N1)N1NC(C=2C1=NC(=NC2)SC)=O)\CO